CC(C(=O)C1=CC=C(C=C1)CCCCCC)(C)N1CCOCC1 2-methyl-1-[4-(hexyl)phenyl]-2-morpholinopropan-1-one